C(CCCCCCCCCCCCCCC)(=O)NCCCN(C)C hexadecamidopropyl-dimethylamine